(S)-8-(4-chloro-2-fluorophenyl)-2,3-dimethyl-6-(2-(2-methylpyridin-4-yl)morpholino)pyrido[3,4-d]pyrimidin-4(3H)-one ClC1=CC(=C(C=C1)C1=NC(=CC2=C1N=C(N(C2=O)C)C)N2C[C@@H](OCC2)C2=CC(=NC=C2)C)F